NC1=C(CC(S1)CCCCCC)C#N 5-amino-2-hexyl-2,3-dihydrothiophene-4-carbonitrile